OCCOC(C(CC(=O)OCCO)C)=O methylsuccinic acid bis-(2-hydroxyethyl)ester